FC1=CC(=C(OC=2C(=NC=NC2)N2CC3(CCN(C3)CC3=CC4=C(NC(N4)=O)C=C3)CC2)C=C1)CC(C)C 5-((7-(5-(4-fluoro-2-isobutylphenoxy)pyrimidin-4-yl)-2,7-diazaspiro[4.4]nonan-2-yl)methyl)-1,3-dihydro-2H-benzo[d]imidazol-2-one